N-(tert-amyl)hexane-1,6-diamine C(C)(C)(CC)NCCCCCCN